N1C=C(C=2C=NC=CC21)C#N pyrrolo[3,2-c]pyridine-3-carbonitrile